C(=O)O.C(#N)C1=C(N=C(S1)N(C1=C(N=C2N1C=C(C=C2)C=2C=NC(=NC2)N2CCC(CC2)NC(=O)[C@@H]2NC[C@H](C2)O)CC)C)C2=CC=C(C=C2)F (2R,4S)-N-(1-(5-(3-((5-cyano-4-(4-fluorophenyl)thiazol-2-yl)(methyl)amino)-2-ethylimidazo[1,2-a]pyridin-6-yl)pyrimidin-2-yl)piperidin-4-yl)-4-hydroxypyrrolidine-2-carboxamide formate